BrC1=CC=C(CN2CCN(CC2)C2=CC=C(C=C2)C2=CC3=C(C(=N2)C)C=C(N3C)C3=CC=C(C=C3)S(=O)(=O)C)C=C1 6-(4-(4-(4-Bromobenzyl)piperazin-1-yl)phenyl)-1,4-dimethyl-2-(4-(methylsulfonyl)phenyl)-1H-pyrrolo[3,2-c]pyridin